C(C)(C)C=1C2=C(NC1C=1C3=C(C=4N(C1)N=C(N4)C)COC3)SC(=C2C)C2CCNCC2 6-(4-isopropyl-3-methyl-2-(piperidin-4-yl)-6H-thieno[2,3-b]pyrrol-5-yl)-2-methyl-7,9-dihydrofuro[3,4-c][1,2,4]triazolo[1,5-a]pyridine